O1COC2=C1C=CC(=C2)C[C@@H]2NCCC2 (R)-2-(benzo[d][1,3]dioxol-5-ylmethyl)pyrrolidine